C(CCCCC(=O)O)(=O)O.C(CCCCO)O 1,5-pentanediol adipate